FC(C(=O)O)(F)F.C1(CC1)[C@H](C)N1C(C2=C(C=C(C=C2C1)C1=CC(=NC=C1)C=1NC(=CN1)C)S(=O)(=O)C)=O (S)-2-(1-Cyclopropylethyl)-5-(2-(5-methyl-1H-imidazol-2-yl)pyridin-4-yl)-7-(methylsulfonyl)isoindolin-1-one, Trifluoroacetate Salt